COC=1C=C(C(=O)NC)C=CC1NCC#CC=1N(C2=CC=CC(=C2C1)NC1CCC(CC1)N1CCC2(COC2)CC1)CC(F)(F)F 3-methoxy-N-methyl-4-{[3-(4-{[(1R,4R)-4-{2-oxa-7-azaspiro[3.5]nonan-7-yl}cyclohexyl]amino}-1-(2,2,2-trifluoroethyl)-1H-indol-2-yl)prop-2-yn-1-yl]amino}benzamide